OC1=CC(=C(CCN2CCC(CC2)C2=CNC3=CC=C(C=C23)O)C=C1)C1=CNC=C1 3-(1-(4-hydroxy-2-(1H-pyrrole-3-yl)phenethyl)piperidine-4-yl)-1H-indole-5-ol